SC(CC(=O)O)C.SC(CC(=O)O)C.SC(CC(=O)O)C.C(O)C(CC)(CO)CO trimethylolpropane tri(3-mercaptobutyrate)